C(C)(C)(C)C=1C=C(C=C(C1O)C(C)(C)C)C(C(=O)OCCCCCCCCCCCCCCCCCC)C Stearyl (3,5-di-tert-butyl-4-hydroxyphenyl)propionate